[Sr+2].COC1=CC=C(COC(C(CC(CCC)O)C)C#C[Si](C)(C)C)C=C1 7-((4-methoxybenzyl)oxy)-6-methyl-9-(trimethylsilyl)nonan-8-yn-4-ol Strontium(II)